Rel-2-(4-cyclopropyl-6-methoxy-pyrimidin-5-yl)-5-methoxy-4-[(1S)-1-[4-[1-methyl-4-(trifluoromethyl)imidazol-2-yl]phenyl]ethoxy]pyrimidine C1(CC1)C1=NC=NC(=C1C1=NC=C(C(=N1)O[C@@H](C)C1=CC=C(C=C1)C=1N(C=C(N1)C(F)(F)F)C)OC)OC |o1:16|